1-(2-(benzyloxy)cyclopentyl)-N-(3-chloro-5-(methylsulfonamido)phenyl)-1H-pyrazole-4-carboxamide C(C1=CC=CC=C1)OC1C(CCC1)N1N=CC(=C1)C(=O)NC1=CC(=CC(=C1)NS(=O)(=O)C)Cl